tert-butyl (R)-4-(6-((4-(4-(1-(3-(tert-butyl)-1,2,4-oxadiazole-5-carboxamido)ethyl)-3-methylphenyl)pyrimidin-2-yl)amino)pyridin-3-yl)piperazine-1-carboxylate C(C)(C)(C)C1=NOC(=N1)C(=O)N[C@H](C)C1=C(C=C(C=C1)C1=NC(=NC=C1)NC1=CC=C(C=N1)N1CCN(CC1)C(=O)OC(C)(C)C)C